C(C1=CC(C(=O)Cl)=CC=C1)(=O)Cl Isophthaloyl Chlorid